N-(4-(4,4-difluoropiperidin-1-yl)pyrimidin-2-yl)-2-(4,4-dimethyl-1,4-azasilinan-1-yl)-4-(methylsulfonyl)benzamide FC1(CCN(CC1)C1=NC(=NC=C1)NC(C1=C(C=C(C=C1)S(=O)(=O)C)N1CC[Si](CC1)(C)C)=O)F